(S)-1-(2-(2,2,2-trifluoroethoxy)pyridin-4-yl)ethan-1-amine hydrochloride Cl.FC(COC1=NC=CC(=C1)[C@H](C)N)(F)F